4-(3-((1-(4-chlorophenyl)-2-(5-methoxy-6-(trifluoromethyl) indol-1-yl)-2-oxoethyl) amino)-5-methoxyphenoxy)-2,2-dimethylbutyrate ClC1=CC=C(C=C1)C(C(=O)N1C=CC2=CC(=C(C=C12)C(F)(F)F)OC)NC=1C=C(OCCC(C(=O)[O-])(C)C)C=C(C1)OC